1-(aminomethyl)-6-bromo-1,2,3,4-tetrahydronaphthalen-1-ol NCC1(CCCC2=CC(=CC=C12)Br)O